COC=1C=C2CCNCC2=CC1NC1=NC=C(C(=N1)N1OCCC1C1=CC=CC=C1)C(F)(F)F 6-methoxy-N-(4-(3-phenylisoxazolidin-2-yl)-5-(trifluoromethyl)pyrimidin-2-yl)-1,2,3,4-tetrahydroisoquinolin-7-amine